racemic-3-isobutyl-glutarate C(C(C)C)C(CC(=O)[O-])CC(=O)[O-]